C[C@]12CC(C[C@](CC1)(N2)C)N(C=2SC1=C(C=NC(=C1)C=1C=C3C(N=C(O3)C)=C(C1)C#N)N2)C 6-(2-{[(1R,3s,5S)-1,5-dimethyl-8-azabicyclo[3.2.1]octan-3-yl](methyl)amino}[1,3]thiazolo[4,5-c]pyridin-6-yl)-2-methyl-1,3-benzoxazole-4-carbonitrile